N-(6-(6-(4,5,6,7-tetrahydropyrazolo[1,5-a]pyridin-3-yl)imidazo[1,2-b]pyridazin-3-yl)pyridin-2-yl)-2-azaspiro[3.3]heptan-6-amine N1=CC(=C2N1CCCC2)C=2C=CC=1N(N2)C(=CN1)C1=CC=CC(=N1)NC1CC2(CNC2)C1